3-(4-(2-chloro-5-fluoropyrimidin-4-yl)pyridin-2-yl)oxazolidin-2-one ClC1=NC=C(C(=N1)C1=CC(=NC=C1)N1C(OCC1)=O)F